C(C=C)(=O)OCCCCCCOC(C=C)=O 1,6-hexylene glycol diacrylate